(1S,3R)-3-amino-N-(5-chloro-4-iodopyridin-2-yl)cyclohexanecarboxamide N[C@H]1C[C@H](CCC1)C(=O)NC1=NC=C(C(=C1)I)Cl